C(C)(C)(C)OC(=O)N1C2=C(C=C1CN(CC1CCC1)C(=O)OC(C)(C)C)SC(=C2)CN 2-(Aminomethyl)-5-(((tert-butoxycarbonyl)(cyclobutylmethyl)amino)methyl)-4H-thieno[3,2-b]pyrrole-4-carboxylic acid tert-butyl ester